1-(3,4-dimethylphenyl)-4-(4-(3-(4-methoxyphenyl)-1,2,4-oxadiazol-5-yl)piperidin-1-carbonyl)pyrrolidin-2-one CC=1C=C(C=CC1C)N1C(CC(C1)C(=O)N1CCC(CC1)C1=NC(=NO1)C1=CC=C(C=C1)OC)=O